C1=CC=CC=2C3=CC=CC=C3C(C12)N(C(=O)OC)C(C(=O)[O-])CC1=C(C=CC(=C1)OC)F ((9H-fluoren-9-yl)methoxy (carbonyl)amino)-3-(2-fluoro-5-methoxyphenyl)propanoate